dioctyl-tin dioctyl-phthalate C(CCCCCCC)OC(C=1C(C(=O)OCCCCCCCC)=CC=CC1)=O.C(CCCCCCC)[Sn]CCCCCCCC